(1,4-cyclohexanediyl)diacetamide C1(CCC(CC1)CC(=O)N)CC(=O)N